N-(1,1-dimethylprop-2-ynyl)-3-[[2-(5-fluoro-2-hydroxy-phenyl)acetyl]amino]benzamide CC(C#C)(C)NC(C1=CC(=CC=C1)NC(CC1=C(C=CC(=C1)F)O)=O)=O